1-(2,5-dimethylphenyl)ethanol CC1=C(C=C(C=C1)C)C(C)O